ClC1=C(C=CC=C1)/C(=C/C1=C2N=CN(C2=NC(=N1)C#CC1=C(C=CC=C1)Cl)[C@H]1[C@H]([C@H]([C@@]2(C[C@H]12)C(=O)NC)O)O)/O (1S,2S,3R,4R,5S)-4-(6-((Z)-2-(2-chlorophenyl)-2-hydroxyvinyl)-2-((2-chlorophenyl)ethynyl)-9H-purin-9-yl)-2,3-dihydroxy-N-methylbicyclo[3.1.0]hexane-1-carboxamide